C(=O)O.C(C=C)(=O)N1C[C@@H](N(CC1)C1=NC(=NN2C1=CC(=C(C2=O)C2=C(C(=CC(=C2F)Cl)Cl)N)C(F)(F)F)C)C (S)-4-(4-acryloyl-2-methylpiperazin-1-yl)-7-(2-amino-3,5-dichloro-6-fluorophenyl)-2-methyl-6-(trifluoromethyl)-8H-pyrido[2,1-f][1,2,4]triazin-8-one monoformate